COC(CCC1=CC(=C(C(=C1)C(C)(C)C)O)N1N=C2C(=N1)C=CC=C2)=O 3-[3-(benzotriazol-2-yl)-5-tert-butyl-4-hydroxy-phenyl]propionic acid methyl ester